6-hydroxy-2-methylindole-3-carboxylic acid methyl ester COC(=O)C1=C(NC2=CC(=CC=C12)O)C